ClC=1C2=C(N=CN1)C=CO2 4-chlorofuro[3,2-d]Pyrimidine